CN1CCC(CC1)C(=O)OCCOCCOCCOCCOCCN(CCCCCCCC)C(C(COCCCCCCCC(OC\C=C/CCCCCC)=O)OCCCCCCCC(=O)OC\C=C/CCCCCC)=O 2-[2-[2-[2-[2-[2,3-bis[8-[(Z)-non-2-enoxy]-8-oxo-octoxy]propanoyl-octyl-amino]ethoxy]ethoxy]ethoxy]ethoxy]ethyl 1-methylpiperidine-4-carboxylate